ethylenediaminetetrapropionic acid, ammonium salt [NH4+].C(CN(CCC(=O)[O-])CCC(=O)[O-])N(CCC(=O)[O-])CCC(=O)[O-].[NH4+].[NH4+].[NH4+]